3-dimethylaminopropylmethyldimethoxysilane CN(CCC[Si](OC)(OC)C)C